C1(CCCCC1)COC(=O)N1C2CN(CC1CC2)CC2=C(N=C1N2C=CC=N1)C1=CC=C(C=C1)Cl Cyclohexylmethyl-3-{[2-(4-chlorophenyl)-imidazo[1,2-a]pyrimidin-3-yl]methyl}-3,8-diazabicyclo[3.2.1]octan-8-carboxylat